(±)-1-(4-(6-bromobenzo[d][1,3]dioxol-5-yl)-(3aS*,4R*,9bR*)-tetrahydro-3H-cyclopenta[c]quinolin-8-yl)ethan-1-one BrC=1C(=CC2=C(OCO2)C1)[C@@H]1N=C2C=CC(=CC2=C2[C@@H]1CCC2)C(C)=O |r|